(Isopropylphenyl) Phosphate P(=O)(OC1=C(C=CC=C1)C(C)C)([O-])[O-]